C(#N)C1=NC=C(C(=C1)C1=CC=2N(C=C1)N=C(C2)NC(=O)C2CC2)OC2CN(C2)CC(F)(F)F N-[5-[2-cyano-5-[1-(2,2,2-trifluoroethyl)azetidin-3-yl]oxy-4-pyridyl]pyrazolo[1,5-a]pyridin-2-yl]cyclopropanecarboxamide